1-((2-fluoro-4-(5-methyl-2-((1-(tetrahydro-2H-pyran-4-yl)-1H-pyrazol-4-yl)amino)pyrimidin-4-yl)phenoxy)methyl)cyclopropanecarbonitrile FC1=C(OCC2(CC2)C#N)C=CC(=C1)C1=NC(=NC=C1C)NC=1C=NN(C1)C1CCOCC1